α-Bromoisobutyryl bromide BrC(C(=O)Br)(C)C